(E)-4-(prop-1-en-1-yl)morpholine ethyl-2-(3-((tert-butoxycarbonyl)amino)propoxy)acetate C(C)OC(COCCCNC(=O)OC(C)(C)C)=O.C(=C\C)/N1CCOCC1